ClC1=C(C(=O)O)C=C(C=C1C1=CNC(C=C1)=O)F 2-chloro-5-fluoro-3-(6-keto-1H-pyridin-3-yl)benzoic acid